5-bromo-N,N-bis[(3,4-dimethylphenyl)methyl]-2-methoxy-benzenesulfonamide BrC=1C=CC(=C(C1)S(=O)(=O)N(CC1=CC(=C(C=C1)C)C)CC1=CC(=C(C=C1)C)C)OC